CC1=C(C=CC(=C1)O)O methyl-p-Hydroquinone